C(C)(C)N[SiH2]C=C(C)C (iso-propylamino)dimethylvinylsilane